C(#C)[C@H]1[C@]2(C)[C@@H](CC1)[C@@H]1CC=C3CCCC[C@]3(C)[C@H]1CC2 17a-ethynylandrost-5-ene